(S)-1-(methoxymethyl)-4-((1-methyl-1H-pyrazol-4-yl)methyl)-N-(1-methylcyclopropyl)-5-oxo-1,2,4,5-tetrahydroimidazo[1,2-a]quinazoline-7-sulfonamide COC[C@@H]1CN=C2N1C1=CC=C(C=C1C(N2CC=2C=NN(C2)C)=O)S(=O)(=O)NC2(CC2)C